sodium thiophenoate S1C(=CC=C1)C(=O)[O-].[Na+]